1-methyl-4-(4,4,5,5-tetramethyl-1,3,2-Dioxaborol-2-yl)-1,2,3,6-tetrahydropyridine CN1CCC(=CC1)B1OC(C(O1)(C)C)(C)C